4-(methoxymethyl)pyrrolidine-1,2-dicarboxylic acid 2-benzyl ester 1-(tert-butyl) ester C(C)(C)(C)OC(=O)N1C(CC(C1)COC)C(=O)OCC1=CC=CC=C1